N1CC(C1)N1N=CC=2C=NC=3C(=C(C(=CC3C21)Cl)C2=C(C=C(C1=C2N=C(S1)N)F)F)F 4-(1-(azetidin-3-yl)-8-chloro-6-fluoro-1H-pyrazolo[4,3-c]quinolin-7-yl)-5,7-diFluorobenzo[d]thiazol-2-amine